6-((4,4-Dimethylthiochroman-6-yl)ethynyl)-N-methylnicotinamide CC1(CCSC2=CC=C(C=C12)C#CC1=NC=C(C(=O)NC)C=C1)C